NC1=CC(=C(C=C1)C=1N=C(SC1C)N)C 4-(4-amino-2-methylphenyl)-5-methylthiazol-2-amine